NC1=CC=C(N=N1)CC1(C(NC[C@H](C1)C(F)(F)F)=O)C(=O)OC methyl (5S)-3-((6-aminopyridazin-3-yl)methyl)-2-oxo-5-(trifluoromethyl)piperidine-3-carboxylate